1-bromo-4-(1,1-difluoroethyl)-2-methoxy-benzene BrC1=C(C=C(C=C1)C(C)(F)F)OC